BrC=1C=C2N(C(N(N=C2C(C)C)CC(=O)O)=O)C1 2-(7-bromo-1-isopropyl-4-oxopyrrolo[1,2-d][1,2,4]triazin-3(4H)-yl)acetic acid